(R)-4-((S)-2-(2-(4-chlorophenyl)-2-methylpropanamido)-3,3-dimethylbutanamido)-5-methoxy-5-oxopentanoic acid ClC1=CC=C(C=C1)C(C(=O)N[C@H](C(=O)N[C@H](CCC(=O)O)C(=O)OC)C(C)(C)C)(C)C